cis-9-eicosene CCCCCCCC\C=C/CCCCCCCCCC